CC1(C(NC(N1)=O)=O)C1=CC(=CC=C1)C(F)(F)F 5-methyl-5-(3-(trifluoromethyl)phenyl)imidazolidine-2,4-dione